tert-butyl (R,Z)-(((tert-butoxycarbonyl)amino)(3-(3-(4-(3-phenylpropoxy)-3-(trifluoromethyl)phenyl)-1,2,4-oxadiazol-5-yl)piperidin-1-yl)methylene)carbamate C(C)(C)(C)OC(=O)N/C(/N1C[C@@H](CCC1)C1=NC(=NO1)C1=CC(=C(C=C1)OCCCC1=CC=CC=C1)C(F)(F)F)=N/C(OC(C)(C)C)=O